C(C)C1CCC2=C1C(=C1C=NN(C1=C2)C2OCCCC2)B(O)O (5-ethyl-1-(tetrahydro-2H-pyran-2-yl)-1,5,6,7-tetrahydrocyclopenta[f]indazol-4-yl)boronic acid